ClC1=CC=C(C=C1)N1CC=C2N1C(=CC=N2)C2=CC(=C(C=C2)OC)OC N-(4-chlorophenyl)-7-(3,4-dimethoxyphenyl)pyrazolo[1,5-a]pyrimidine